1,3-diphenyl-2-(trifluoromethyl)propane-1,3-dione C1(=CC=CC=C1)C(C(C(=O)C1=CC=CC=C1)C(F)(F)F)=O